(rac)-1-(4-bromo-5-ethyl-1-methyl-1H-pyrazol-3-yl)-3-(2-methyl-1,3-dioxolan-2-yl)propan-1-ol BrC=1C(=NN(C1CC)C)[C@@H](CCC1(OCCO1)C)O |r|